(R or S)-6-chloro-N-(2-(1-cyclopropyl-2-hydroxy-2-methylpropyl)-3-oxoisoindolin-4-yl)-2-fluoro-3-methylbenzamide ClC1=CC=C(C(=C1C(=O)NC1=C2C(N(CC2=CC=C1)[C@@H](C(C)(C)O)C1CC1)=O)F)C |o1:19|